CN1N=CC(=C1)C1=CC=2C(=NC=C(C2)C(=O)NC=2C(=NC=C(C2)NC(CN2C[C@@H](CC2)C)=O)C)N1 (R)-2-(1-methyl-1H-pyrazol-4-yl)-N-(2-methyl-5-(2-(3-methylpyrrolidin-1-yl)acetamido)pyridin-3-yl)-1H-pyrrolo[2,3-b]pyridine-5-carboxamide